CC1(COCCN1C(=O)[O-])C 5,5-dimethylmorpholine-4-carboxylate